C(C)(C)(C)N1N=C(C(=C1NC(OC(C)C)=O)C)C1CC(C1)(F)F isopropyl (1-(tert-butyl)-3-(3,3-difluorocyclobutyl)-4-methyl-1H-pyrazol-5-yl)carbamate